C(#N)C1=CC=C2C=3C(C4=C(C(C3NC2=C1)(C)C)C=C(C(=C4)CC)N4CCN(CC4)C(CCCN4C[C@](CC4)(C)NC(OC(C)(C)C)=O)=O)=O tert-butyl (R)-(1-(4-(4-(3-cyano-9-ethyl-6,6-dimethyl-11-oxo-6,11-dihydro-5H-benzo[b]carbazol-8-yl)piperazin-1-yl)-4-oxobutyl)-3-methylpyrrolidin-3-yl)carbamate